C[NH+](CCOC(C(=C)C)=O)C Dimethyl(methacryloyloxyethyl)ammonium